5-(4-((6-((((3-(6-hydroxy-3-oxoisoindolin-1-yl)-1H-indol-2-yl)methyl)amino)methyl)-1H-indol-1-yl)methyl)-1H-imidazol-1-yl)pentanamide OC1=CC=C2C(NC(C2=C1)C1=C(NC2=CC=CC=C12)CNCC1=CC=C2C=CN(C2=C1)CC=1N=CN(C1)CCCCC(=O)N)=O